FC1(CC1)CN1[C@@H](C2=CC=C3C(=C2C[C@H]1C)C=NN3)C3=C(C=C(C=C3)NC3CN(C3)CCCF)OC N-(4-((6S,8R)-7-((1-fluorocyclopropyl)methyl)-8-methyl-6,7,8,9-tetrahydro-3H-pyrazolo[4,3-f]isoquinolin-6-yl)-3-methoxyphenyl)-1-(3-fluoropropyl)azetidin-3-amine